C(#N)C1=CC(=C(CNC(=O)C2CCN(CC2)CC=2SC=CC2)C=C1)C(F)(F)F N-(4-cyano-2-(trifluoromethyl)benzyl)-1-(thiophen-2-ylmethyl)piperidine-4-carboxamide